ClC=1C=C(C=C(C1)OC)[C@H]1CC2(CN(C2)C(=O)C2CC(C2)(C)O)CC1 |r| (rac)-(6-(3-Chloro-5-methoxyphenyl)-2-azaspiro[3.4]octan-2-yl)((1s,3s)-3-hydroxy-3-methylcyclobutyl)methanon